tert-Butyl (3S)-3-((4-((1-(3-chloro-2-fluorophenyl)propyl)amino)pyrido[3,2-d]pyrimidin-6-yl)oxy)pyrrolidine-1-carboxylate ClC=1C(=C(C=CC1)C(CC)NC=1C2=C(N=CN1)C=CC(=N2)O[C@@H]2CN(CC2)C(=O)OC(C)(C)C)F